C(C1=CC=CC=C1)OC1=C(N=C(C2=C(C=NC=C12)C1=CC=C(C=C1)F)C(=O)O)C(=O)OC 4-(benzyloxy)-8-(4-fluorophenyl)-3-(methoxycarbonyl)-2,6-naphthyridine-1-carboxylic acid